ClC1=C(C(=CC=C1)F)[C@@H](C)N (R)-1-(2-chloro-6-fluorophenyl)ethan-1-amine